FC=1C=CC=2C3=C(C(N(C2C1)CCC(=O)O)=O)C=NN3C 3-(7-fluoro-1-methyl-4-oxo-pyrazolo[4,3-c]quinolin-5-yl)propanoic acid